C(#N)C=1C=C(C2=C(N(C=N2)C(=O)NCCC(C)C)C1)N1CCOCC1 6-Cyano-N-iso-pentyl-4-morpholino-1H-benzo[d]imidazole-1-carboxamide